(S)-tert-butyl (1-hydroxypropan-2-yl)-carbamate OC[C@H](C)NC(OC(C)(C)C)=O